tetracarboxyl-phenyl-zinc C(=O)(O)C=1C(=C(C(=C(C1)[Zn])C(=O)O)C(=O)O)C(=O)O